Methyl 4-(2-fluoro-4-(1-((4-fluorophenyl) carbamoyl) cyclopropane-1-carboxamido) phenoxy)-6-methylquinoline-7-carboxylate FC1=C(OC2=CC=NC3=CC(=C(C=C23)C)C(=O)OC)C=CC(=C1)NC(=O)C1(CC1)C(NC1=CC=C(C=C1)F)=O